C(C)C1(NC(N(C(C1)=O)[C@@H]1CCOC2=CC=C(C=C12)C(=O)NC1C(OC2=C1C=CC=C2)(C)C)=N)CC (4R)-4-(4,4-diethyl-2-imino-6-oxo-hexahydropyrimidin-1-yl)-N-(2,2-dimethyl-3H-benzofuran-3-yl)chromane-6-carboxamide